(4-(2-chloro-4-fluorophenyl)-1-oxo-1,2-dihydroisoquinolin-7-yl)alanine ClC1=C(C=CC(=C1)F)C1=CNC(C2=CC(=CC=C12)N[C@@H](C)C(=O)O)=O